ClC1=CC(=C(C=C1)/C(=C(/C=1C=C2C=NNC2=CC1)\C1=CC=C(OCCCOCCO)C=C1)/CC)F (E)-2-(3-(4-(2-(4-chloro-2-fluorophenyl)-1-(1H-indazol-5-yl)but-1-enyl)phenoxy)propoxy)ethanol